BrC=1C=C(C(=C(C1)C(F)F)C)C(=C)OCC 5-bromo-1-(difluoromethyl)-3-(1-ethoxyvinyl)-2-methyl-benzene